C1(=CC=CC=C1)SC1=CC=C(C=C1)[SH2+] 4-(phenylthio)phenyl-sulfonium